FC1=CC=C(C=C1)C1=NN=C(O1)NC=1SC2=NC(=CC=C2N1)OC 5-(4-fluorophenyl)-N-(5-methoxythiazolo[5,4-b]pyridin-2-yl)-1,3,4-oxadiazol-2-amine